BrC#CC=1C=NC=CC1 3-(bromoethynyl)pyridine